Sodium {[3-bromo-2-(1-{[2-(trimethylsilyl)ethoxy]methyl}-1H-tetrazol-5-yl)-1H-pyrrol-1-yl]sulfonyl}[(tert-butoxy)carbonyl]azanide BrC1=C(N(C=C1)S(=O)(=O)[N-]C(=O)OC(C)(C)C)C1=NN=NN1COCC[Si](C)(C)C.[Na+]